O1C(=CC2=C1C=CC=C2)C(=O)N benzofurancarboxylic acid, amide